CS(=O)(=O)C=1N=CC2=C(N1)N(C(C=C2)=O)C2C1(CC1)CCC2 2-(methylsulfonyl)-8-(spiro[2.4]heptan-4-yl)pyrido-[2,3-d]pyrimidin-7(8H)-one